ClC=1C=CC=C2C=CC=C(C12)C1=C(C=2N=C(N=C(C2C=N1)N([C@@H]1C[C@H](NC1)CC#N)C)OCC12CCCN2CCC1)F 2-((2S,4R)-4-((7-(8-chloronaphthalen-1-yl)-8-fluoro-2-((hexahydro-1H-pyrrolizin-7a-yl)methoxy)pyrido[4,3-d]pyrimidin-4-yl)(methyl)amino)pyrrolidin-2-yl)acetonitrile